(6-(N2-isobutyrylguanine-9-yl)morpholin-2-yl)methyl 2-((3,4,5-tris(octadecyloxy)benzoyl)oxy)acetate trifluoroacetic acid salt FC(C(=O)O)(F)F.C(CCCCCCCCCCCCCCCCC)OC=1C=C(C(=O)OCC(=O)OCC2CNCC(O2)N2C=3N=C(NC(C3N=C2)=O)NC(C(C)C)=O)C=C(C1OCCCCCCCCCCCCCCCCCC)OCCCCCCCCCCCCCCCCCC